NC(=C(C(=C(SC1=C(C=CC=C1)N)N)C#N)C#N)SC1=C(C=CC=C1)N 1,4-diamino-2,3-dicyano-1,4-bis(o-aminophenylthio)butadiene